C(OCC1(CC(=CC(=C1)C)C)C(C)(C)C)([O-])=O (1-(1,1-dimethylethyl)-3,5-dimethylphenyl)-methyl carbonate